5'-(4-carboxyphenyl)-2'-nitro-[1,1':3',1''-terphenyl]-4,4''-dicarboxylic acid C(=O)(O)C1=CC=C(C=C1)C=1C=C(C(=C(C1)C1=CC=C(C=C1)C(=O)O)[N+](=O)[O-])C1=CC=C(C=C1)C(=O)O